diheptyl peroxide C(CCCCCC)OOCCCCCCC